(E)-2,2'-azobenzoxazole N(=N\C=1OC2=C(N1)C=CC=C2)/C=2OC1=C(N2)C=CC=C1